2-[(tert-butoxycarbonyl)amino]-4,4-difluorocyclopentane-1-carboxylic acid C(C)(C)(C)OC(=O)NC1C(CC(C1)(F)F)C(=O)O